C1(CC1)C=1C=CC=2N(C1)C=C(N2)C2CCC=1N2C(=CN1)C(=O)OC methyl 5-(6-cyclopropylimidazo[1,2-a]pyridin-2-yl)-6,7-dihydro-5H-pyrrolo[1,2-a]imidazole-3-carboxylate